CN(C1CCN(CC1)C1=CC=C(C(=C1)OC)NC1=NC=C(C(=N1)C=1C=NN(C1)C)F)C 2-(4-(bisMethylamino)piperidin-1-yl)-5-(5-fluoro-4-(1-methyl-1H-pyrazol-4-yl)pyrimidin-2-ylamino)-4-methoxybenzene